(4-(1-(2,2-difluoroethyl)-2-(trifluoromethyl)-1H-benzimidazol-4-yl)phenyl)(morpholin-4-yl)methanone FC(CN1C(=NC2=C1C=CC=C2C2=CC=C(C=C2)C(=O)N2CCOCC2)C(F)(F)F)F